C1(CC1)[C@H](C(C)(C)O)N1C(C2=C(C=CC=C2C1)\C=C\C1=C2C(=NC=C1C)OCO2)=O (R)-(E)-2-(1-Cyclopropyl-2-hydroxy-2-methylpropyl)-7-(2-(6-methyl-[1,3]dioxolo[4,5-b]pyridin-7-yl)vinyl)isoindolin-1-one